2,3-dimethylbutenedioic acid CC(C(=O)O)=C(C(=O)O)C